BrC=1C=C(C=2N(C1)N=CC2I)OC 6-Bromo-3-iodo-4-methoxy-pyrazolo[1,5-a]pyridine